ClC=1C=CC(=NC1)COC1=NN=C(S1)NC(=O)C=1C(=CC=2N(C1)C=NC2)C2=C(C=CC=C2)OC N-[5-[(5-chloropyridin-2-yl)methoxy]-1,3,4-thiadiazol-2-yl]-7-(2-methoxyphenyl)imidazo[1,5-a]pyridine-6-carboxamide